O.O.O.O.[O-]S(=O)(=O)[O-].[Mn+2] The molecule is a hydrate that is the tetrahydrate form of manganese(II) sulfate. It has a role as a nutraceutical. It is a hydrate, a manganese molecular entity and a metal sulfate. It contains a manganese(II) sulfate.